1-(2-bromo-6-fluoro-4-(tetrahydro-2H-pyran-4-yl)phenyl)ethan-1-one BrC1=C(C(=CC(=C1)C1CCOCC1)F)C(C)=O